(3S,4R,6S,7R)-4-fluoro-12-hydroxy-6-methoxy-3-methyl-1,11-dioxo-N-(2,4,6-trifluorobenzyl)-1,4,5,6,7,11-hexahydro-3H-2,7-methanopyrido[1,2-a][1,4]diazonine-10-carboxamide F[C@H]1[C@@H](N2C(C=3N([C@@H]([C@H](C1)OC)C2)C=C(C(C3O)=O)C(=O)NCC3=C(C=C(C=C3F)F)F)=O)C